(E)-N-(4-(3-(3,4-Dihydroxyphenyl)acryloyl)phenyl)-2-(thiophen-2-yl)acetamide OC=1C=C(C=CC1O)/C=C/C(=O)C1=CC=C(C=C1)NC(CC=1SC=CC1)=O